OC1=C(C=2N(C3=CC=CC=C13)C=CN2)C(=O)O 5-Hydroxyimidazo[1,2-a]quinoline-4-carboxylic acid